1-cyclobutylpyrazolo[3,4-d]pyrimidine-6-carboxylic acid C1(CCC1)N1N=CC=2C1=NC(=NC2)C(=O)O